C([O-])([O-])=O.[NH4+].[Zr+2].C([O-])([O-])=O.[NH4+] ammonium carbonate zirconium ammonium carbonate